C(C1=CC=CC=C1)OC=1C(=NC(=C2C(=CC=NC12)C1=CC(=CC=C1)Cl)Br)C(=O)OC methyl 8-(benzyloxy)-5-bromo-4-(3-chlorophenyl)-1,6-naphthyridine-7-carboxylate